C(C1=CC=CC=C1)N1CC(COC2(CC2)C1)(C(=O)OC)CCC(=O)OC Methyl 8-benzyl-6-(3-methoxy-3-oxopropyl)-4-oxa-8-azaspiro[2.6]nonane-6-carboxylate